BO[Ti]C1C=CC=C1 boroxycyclopentadienyl-titanium